2-(1-(tert-Butoxycarbonyl)-1,2,5,6-tetrahydropyridin-3-yl)oxazole-5-carboxylic acid ethyl ester C(C)OC(=O)C1=CN=C(O1)C=1CN(CCC1)C(=O)OC(C)(C)C